3-(4-((2-cyclopropylethyl)((1r,4r)-4-((3,3-difluoropropyl)(methyl)amino)cyclohexyl)amino)-1-oxoisoindolin-2-yl)piperidine-2,6-dione tris(2,2,2-trifluoroacetate) FC(C(=O)O)(F)F.FC(C(=O)O)(F)F.FC(C(=O)O)(F)F.C1(CC1)CCN(C1=C2CN(C(C2=CC=C1)=O)C1C(NC(CC1)=O)=O)C1CCC(CC1)N(C)CCC(F)F